COC(/C(=C/OC)/OC1=C(C=CC(=C1)C=1SC=C(N1)COCC)C)=O (Z)-2-[5-[4-(ethoxymethyl)thiazol-2-yl]-2-methyl-phenoxy]-3-methoxy-prop-2-enoic acid methyl ester